The molecule is an amino disaccharide that is 2-acetamido-2-deoxy-beta-D-glucopyranose in which the hydroxy groups at positions 3 and 6 have been converted into the corresponding 2-acetamido-2-deoxy-beta-D-glucopyranosyl and beta-L-fucopyanosyl derivatives, respectively. It is an amino trisaccharide, a member of acetamides and a glucosamine oligosaccharide. C[C@H]1[C@H]([C@H]([C@@H]([C@H](O1)OC[C@@H]2[C@H]([C@@H]([C@H]([C@@H](O2)O)NC(=O)C)O[C@H]3[C@@H]([C@H]([C@@H]([C@H](O3)CO)O)O)NC(=O)C)O)O)O)O